NCCCNCC 3-Amino-1-Ethylaminopropan